7-(8-ethylnaphthalen-1-yl)-2-((hexahydro-1H-pyrrolizin-7a-yl)methoxy)-4-(methylthio)-5,6,7,8-tetrahydropyrido[3,4-d]pyrimidine C(C)C=1C=CC=C2C=CC=C(C12)N1CC=2N=C(N=C(C2CC1)SC)OCC12CCCN2CCC1